OC1=CC2=C(C=C(C(O2)=O)C(=O)NCCNS(=O)(=O)C2=CC=C(C=C2)C)C=C1 7-hydroxy-N-(2-((4-methylphenyl)sulphonamido)ethyl)-2-oxo-2H-benzopyran-3-carboxamide